N[C@@H]1CC[C@H](OC1)C[O-] ((2S,5R)-5-aminotetrahydro-2H-pyran-2-yl)methoxide